N-(t-butoxycarbonyl)-glycyl-L-leucine C(C)(C)(C)OC(=O)NCC(=O)N[C@@H](CC(C)C)C(=O)O